C(C1=CC=CC=C1)OC=1C=NC=CC1CN (3-(benzyloxy)pyridin-4-yl)methanamine